COC=1C(=CC(=NC1)C(F)(F)F)C1=C(C=NC(=C1)C)C(=O)O 5'-methoxy-6-methyl-2'-(trifluoromethyl)-[4,4'-bipyridine]-3-carboxylic acid